7-bromo-1-methyl-2,3-diketo-4-(piperidin-4-yl)-1,2,3,4-tetrahydropyrido[2,3-b]pyrazine-6-carbonitrile dihydrochloride Cl.Cl.BrC1=CC2=C(N(C(C(N2C)=O)=O)C2CCNCC2)N=C1C#N